C(#N)C=1C(=NC=2[C@H]3C([C@@H](CC2C1B1OC(C(O1)(C)C)(C)C)C3)(C)C)N3CC1(CN(C1)C(=O)OC(C)(C)C)CC3 tert-butyl 6-((6R,8R)-3-cyano-7,7-dimethyl-4-(4,4,5,5-tetramethyl-1,3,2-dioxaborolan-2-yl)-5,6,7,8-tetrahydro-6,8-methanoquinolin-2-yl)-2,6-diazaspiro[3.4]octane-2-carboxylate